3-benzyl-1-(trans-4-((5-cyanopyridin-2-yl)amino)cyclohexyl)-1-(4-(pyridin-2-yl)phenyl)urea C(C1=CC=CC=C1)NC(N(C1=CC=C(C=C1)C1=NC=CC=C1)[C@@H]1CC[C@H](CC1)NC1=NC=C(C=C1)C#N)=O